FC(C(=O)O)(F)F.N[C@@H]1[C@H](OCCC1)C1=C(C2=NC(=CC(=C2S1)NCC1=C(C=CC=C1)F)Cl)C 2-((2S,3S)-3-aminotetrahydro-2H-pyran-2-yl)-5-chloro-N-(2-fluorobenzyl)-3-methylthieno[3,2-b]pyridin-7-amine trifluoroacetate